monon-butylether C(CCC)OCCCC